ethyl (S)-2-(3-(tert-butoxy)-2-((tert-butoxycarbonyl)amino)-3-oxopropyl)thiazole-4-carboxylate C(C)(C)(C)OC([C@H](CC=1SC=C(N1)C(=O)OCC)NC(=O)OC(C)(C)C)=O